6-(4,4-difluoropiperidin-1-yl)pyrazine-2-carboxylic acid FC1(CCN(CC1)C1=CN=CC(=N1)C(=O)O)F